CN1C(C=C(C(=C1)C=1C=NN(C1)C)N1C=C(C=C1)C(=O)O)=O 1-[1,2-dihydro-1-methyl-5-(1-methyl-1H-pyrazol-4-yl)-2-oxo-4-pyridinyl]-1H-pyrrole-3-carboxylic acid